1-(4-(6-chloro-7-(2,5-dichlorophenyl)quinazolin-4-yl)piperazin-1-yl)prop-2-en-1-one ClC=1C=C2C(=NC=NC2=CC1C1=C(C=CC(=C1)Cl)Cl)N1CCN(CC1)C(C=C)=O